trans-N-((1r,4r)-4-((5-fluoro-4-(3-(2-oxopyridin-1(2H)-yl)phenyl)pyrimidin-2-yl)amino)cyclohexyl)piperidine-4-carboxamide FC=1C(=NC(=NC1)N[C@@H]1CC[C@H](CC1)NC(=O)C1CCNCC1)C1=CC(=CC=C1)N1C(C=CC=C1)=O